2-(4-Cyclopropyl-6-methoxypyrimidin-5-yl)-N-(4-(2-ethoxyethoxy)benzyl)furo[3,2-d]pyrimidin-4-amine C1(CC1)C1=NC=NC(=C1C=1N=C(C2=C(N1)C=CO2)NCC2=CC=C(C=C2)OCCOCC)OC